ClC1=C(C=CC=C1)C1=CC=2NC(N(C(C2S1)=O)C=1C=NC=C(C1)C1CC1)=O 6-(2-chlorophenyl)-3-(5-cyclopropyl-3-pyridinyl)-1H-thieno[3,2-d]pyrimidine-2,4-dione